C1(=CC=CC=C1)S(=O)(=O)C1C(OC[C@@H]1CCC)=O (4S)-3-(phenyl-sulfonyl)-4-propyldihydro-furan-2(3H)-one